C(CCC)P(C1=CC=CC=C1)C1=CC=CC=C1 butyldiphenylphosphine